[N+](=O)([O-])C1=CC=C(C=C1)C=C (p-nitrophenyl)-ethene